1,3-diazacyclohexane N1CNCCC1